3-(isoquinolin-4-yl)-9H-fluoren-9-one C1=NC=C(C2=CC=CC=C12)C=1C=CC=2C(C3=CC=CC=C3C2C1)=O